FC=1C=2N(C=C(C1)C1=NC(=NC=C1)N[C@H]1[C@@H](COCC1)O)C(=C(N2)C(C)(C)O)C(C)C (3S,4R)-4-((4-(8-fluoro-2-(2-hydroxypropan-2-yl)-3-isopropylimidazo[1,2-a]pyridin-6-yl)pyrimidin-2-yl)amino)tetrahydro-2H-pyran-3-ol